CC1(C[C@H](CC=2N1N=CC2C(=O)NC(C(=O)O)(CC)C2=CC=C(C=C2)CC)C2=CC=CC=C2)C ((((5R)-7,7-dimethyl-5-phenyl-4,5,6,7-tetrahydropyrazolo[1,5-a]pyridin-3-yl)carbonyl)amino)-2-(4-ethylphenyl)butanoic acid